3-morpholinepropionamide N1C(COCC1)CCC(=O)N